N(=[N+]=[N-])CC1CCNC(CC2CN(CCN2C=2C=3CCN(CC3N=C(O1)N2)C2=CC=CC1=CC=CC(=C21)Cl)C(=O)OCC2=CC=CC=C2)=O benzyl 13-(azidomethyl)-19-(8-chloronaphthalen-1-yl)-9-oxo-14-oxa-2,5,10,16,19,23-hexaazatetracyclo[13.7.1.02,7.017,22]tricosa-1(23),15,17(22)-triene-5-carboxylate